OCCOC1=CC=CC=2N(C(N(C21)C)=O)C2C(N(C(CC2)=O)COCC[Si](C)(C)C)=O (4-(2-hydroxyethoxy)-3-methyl-2-oxo-2,3-dihydro-1H-benzo[d]imidazol-1-yl)-1-((2-(trimethylsilyl)ethoxy)methyl)piperidine-2,6-dione